1-(3-([1,1'-biphenyl]-2-ylethynyl)-1H-indazole-5-carbonyl)pyrrolidin-3-one C1(=C(C=CC=C1)C#CC1=NNC2=CC=C(C=C12)C(=O)N1CC(CC1)=O)C1=CC=CC=C1